methyl 2-((2-(4-((tert-butoxycarbonyl)amino)but-1-yn-1-yl)-4-fluorophenyl)amino)-5-(trifluoromethyl)benzoate C(C)(C)(C)OC(=O)NCCC#CC1=C(C=CC(=C1)F)NC1=C(C(=O)OC)C=C(C=C1)C(F)(F)F